1-(bromomethyl)-2,3,4-trifluorobenzene BrCC1=C(C(=C(C=C1)F)F)F